3-methoxy-2-methyl-6-nitrobenzoic acid COC=1C(=C(C(=O)O)C(=CC1)[N+](=O)[O-])C